(3S)-7,7,7-trifluoro-3-methyl-1-[(1-phenyl-1H-tetrazol-5-yl)sulfonyl]-3-heptanol FC(CCC[C@@](CCS(=O)(=O)C1=NN=NN1C1=CC=CC=C1)(O)C)(F)F